4-(aminomethyl)-1-(5-(4-(1-hydroxycyclobutyl)-2-methoxyphenyl)imidazo[2,1-b][1,3,4]thiadiazol-2-yl)piperidin-4-ol NCC1(CCN(CC1)C1=NN2C(S1)=NC=C2C2=C(C=C(C=C2)C2(CCC2)O)OC)O